NC(C(=O)O)CC1=CC=C(C=C1)NC(=O)C1NC(NC(C1)=O)=O 2-amino-3-(4-(2,6-dioxohexahydropyrimidine-4-carboxamido)phenyl)propanoic acid